3-hydroxy-3-methylcyclobutane-1-carboxamide OC1(CC(C1)C(=O)N)C